NC1CCN(CC1)C1CCN(CC1)C1=C(C=C(C=C1)NC1CNCCC1)F 3-((4-(4-amino-[1,4'-bipiperidin]-1'-yl)-3-fluorophenyl)amino)piperidine